CNC[C@@H](C)O (2R)-1-(methylamino)propan-2-ol